2-aminopropoxylnaphthalene-1-carbonitrile NC(COC1=C(C2=CC=CC=C2C=C1)C#N)C